C(C)(C)N(C(=O)C1=C(OC=2C(=NC=NC2)N2CC3(C2)CCN(CC3)CC3CCN(CC3)C(=O)[O-])C=CC(=C1)F)C(C)C 4-((2-(5-(2-(Diisopropylcarbamoyl)-4-fluorophenoxy)pyrimidin-4-yl)-2,7-diazaspiro[3.5]Nonan-7-yl)methyl)piperidine-1-carboxylate